2-amino-4-(8-chloro-10-fluoro-2-methoxy-4-(m-tolyl)-5,6-dihydro-4H-[1,4]oxazepino[5,6,7-de]quinazolin-9-yl)-7-fluorobenzo[b]thiophene-3-carbonitrile NC1=C(C2=C(S1)C(=CC=C2C=2C(=C1C=3C(=NC(=NC3C2F)OC)N(CCO1)C=1C=C(C=CC1)C)Cl)F)C#N